8-(1-(1-adamantyloxy)ethoxycarbonyl)-tetracyclo[4.4.0.12,5.17,10]-3-dodecene C12(CC3CC(CC(C1)C3)C2)OC(C)OC(=O)C2C3C1C4C=CC(C1C(C2)C3)C4